3-(5-((5-Chloro-4-((2-(dimethylphosphoryl)phenyl)amino)pyrimidin-2-yl)amino)-1H-indazol-3-yl)benzonitrile ClC=1C(=NC(=NC1)NC=1C=C2C(=NNC2=CC1)C=1C=C(C#N)C=CC1)NC1=C(C=CC=C1)P(=O)(C)C